N1C=CC=2C1=NC=C(C2)OC2=C(C(=O)OC)C=CC(=C2)N2CCN(CC2)CC2=C(CC(CC2)(C)C)C21CC(C2)(C1)C methyl 2-((1H-pyrrolo[2,3-b]pyridin-5-yl)oxy)-4-(4-((4,4-dimethyl-2-(3-methylbicyclo[1.1.1]pentan-1-yl)cyclohex-1-en-1-yl)methyl)piperazin-1-yl)benzoate